ClC1=CC=C(C=C1)C1=CC2=C(C=3CC=COC13)C=CC=C2 5-(4-chlorophenyl)-1H-benzo[f]chromene